bis-resorcinol isophthalate C(C1=CC(C(=O)O)=CC=C1)(=O)O.C1(O)=CC(O)=CC=C1.C1(O)=CC(O)=CC=C1